FC(C(=O)O)(F)F.NCC=1C=CC(=NC1)N1C(=NC=2C1=NC(=CC2)C2=CC=CC=C2)C=2C(=NC=CC2)N 3-[3-[5-(aminomethyl)-2-pyridyl]-5-phenyl-imidazo[4,5-b]pyridin-2-yl]pyridin-2-amine trifluoroacetate